1-(10-mercaptodecyl)-3-methylimidazol dysprosium tetranitrate [N+](=O)([O-])[O-].[N+](=O)(O)[O-].[N+](=O)([O-])[O-].[N+](=O)([O-])[O-].[Dy+3].SCCCCCCCCCCN1CN(C=C1)C